C1(CCCCC1)CC1=C(OC2=C(C=CC=C2C1=O)F)C(=O)N (cyclohexylmethyl)-8-fluoro-4-oxo-chromene-2-carboxamide